(R)-3-((8-chloro-1-(2,6-dichloro-4-(2-hydroxyethoxy)phenyl)-2-methyl-4-oxo-1,4-dihydro-1,6-naphthyridin-5-yl)oxy)-N,2-dimethylpropionamide ClC=1C=NC(=C2C(C=C(N(C12)C1=C(C=C(C=C1Cl)OCCO)Cl)C)=O)OC[C@H](C(=O)NC)C